C(CCCCCCC)[Sn](CCCCCCCC)(CCCCCCCC)CCCCCCCC tetraoctyl-tin